B(O)(O)C=1C=C(C(=O)NC2CCC(CC2)CC2CCC(CC2)N(CC(=O)O)C(C2=CC(=C(C=C2)F)B(O)O)=O)C=CC1F N-(4-((4-(3-borono-4-fluorobenzamido)cyclohexyl)methyl)cyclohexyl)-N-(3-borono-4-fluorobenzoyl)glycine